ClC1=C(C=CC(=C1)Cl)CNC1=NN2C(NC(=CC2=O)CC(C)C)=N1 2-[(2,4-dichlorophenyl)methylamino]-5-isobutyl-4H-[1,2,4]triazolo[1,5-a]pyrimidin-7-one